FC1=C(C(=CC(=C1)I)F)C(=O)N1CCN(CC1)C=1OC=2C(=NC(=CC2)C)N1 (2,6-difluoro-4-iodophenyl)(4-(5-methyloxazolo[4,5-b]pyridin-2-yl)piperazin-1-yl)methanone